C1(CC1)C1=C(C=NC2=CC=CN=C12)NC1=CC=C(C=C1)[C@@H](C(F)(F)F)N(C(=O)[C@@H]1CN(CCC1)C(=O)NC)C (S)-N3-((S)-1-(4-((4-cyclopropyl-1,5-naphthyridin-3-yl)amino)phenyl)-2,2,2-trifluoroethyl)-N1,N3-dimethylpiperidine-1,3-dicarboxamide